(4-isopropylthiophenyl)benzoic acid C(C)(C)C=1C=C(SC1)C1=C(C(=O)O)C=CC=C1